1-(4-methoxyphenyl)pyrene COC1=CC=C(C=C1)C1=CC=C2C=CC3=CC=CC4=CC=C1C2=C34